FC1=CC(=CC=2N(C(=NC21)C)CCF)C=2C=CN1N=C(N=C(C12)OC)NC1CCN(CC1)C1COC1 5-(4-fluoro-1-(2-fluoroethyl)-2-methyl-1H-benzo[d]imidazol-6-yl)-4-methoxy-N-(1-(oxetan-3-yl)piperidin-4-yl)pyrrolo[2,1-f][1,2,4]triazin-2-amine